1-METHYL-2-OCTYL-CYCLOHEXANE CC1C(CCCC1)CCCCCCCC